ClC1=NC(=C2N(C=NC2=N1)C)NC=1N=CN(C1)C1=CC(=C(C(=C1)OC)OC)OC 2-chloro-7-methyl-N-(1-(3,4,5-trimethoxyphenyl)-1H-imidazol-4-yl)-7H-purin-6-amine